(Z)-2-(2-((5-Cyclopropylindolin-1-yl)methyl)-3-fluoroallyl)isoindoline-1,3-dione C1(CC1)C=1C=C2CCN(C2=CC1)C/C(/CN1C(C2=CC=CC=C2C1=O)=O)=C/F